ClC1=C(C=C(C=C1)S(=O)(=O)O)Cl 1,2-dichlorobenzene-4-sulfonic acid